6-[2-cyano-3-[[ethyl(methyl)sulfamoyl]amino]-6-fluoro-phenoxy]-3-methyl-4-oxo-quinazoline C(#N)C1=C(OC=2C=C3C(N(C=NC3=CC2)C)=O)C(=CC=C1NS(N(C)CC)(=O)=O)F